CN1N=CC(=C1C)C1=NNC=C1NC=1N=CC2=C(N1)N(C(C21CC1)=O)[C@H]1C[C@@H](CCC1)O 2'-((1',5'-dimethyl-1H,1'H-[3,4'-bipyrazol]-4-yl)amino)-7'-((1R,3R)-3-hydroxycyclohexyl)spiro[cyclopropane-1,5'-pyrrolo[2,3-d]pyrimidin]-6'(7'H)-one